FC1=CC=C(OC2=CC=C(C=N2)S(=O)(=O)N2[C@H]([C@@H]3CC[C@H](C2)N3C(=O)N3CCOCC3)C(=O)O)C=C1 (1s,2r,5r)-3-((6-(4-fluorophenoxy)pyridin-3-yl)sulfonyl)-8-(morpholine-4-carbonyl)-3,8-diazabicyclo[3.2.1]octane-2-carboxylic acid